N(=C=S)C1=CC=C(C=C1)CC1N(CCN(CCN(CCN(C1)CC(=O)O)CC(=O)O)CC(=O)O)CC(=O)O 2-[(4-Isothiocyanophenyl)methyl]-1,4,7,10-tetraazacyclododecane-1,4,7,10-tetraacetic acid